C(C)OC(/C(=C/C(=O)C1=CC=C(C=C1)C#N)/O)=O (Z)-4-(4-cyanophenyl)-2-hydroxy-4-oxo-2-butenoic acid ethyl ester